C(CC)(=O)O.C(C)(C)(C)OC1=C(C=CC=C1)SC=1C=C2C(=CNC2=CC1)C1=CCN2CCCC2C1 5-(2-tert-butoxyphenyl)thio-3-(1,2,3,4,5,8-hexahydroindolizin-7-yl)-1H-indole propionate